(2R,4s)-6-azaspiro[3.5]nonan-2-ol hydrochloride Cl.C1C(CC12CNCCC2)O